Trimethyl-monon-butoxysilan C[Si](OCCCC)(C)C